FC(F)(F)C1(C2(CCC(C1)O2)C=2C=NNC2)C(=O)N trifluoromethyl-1H-pyrazol-4-yl-7-oxabicyclo[2.2.1]heptane-2-carboxamide